[Li].FC(S(=O)(=O)N)(F)F.FC(S(=O)(=O)N)(F)F bis(trifluoromethylsulfonylamine) lithium salt